FC(C1=NC2=CC(=CC=C2C=C1)CC(=O)OC(C)(C)C)(F)F tert-Butyl 2-(2-(trifluoromethyl)quinolin-7-yl)acetate